C(CC)N1CC2=CC(=CC=C2CC1)N 2-propyl-1,2,3,4-tetrahydroisoquinolin-7-amine